N-(1-(3-(cyclopent-1-en-1-yl)phenyl)cyclopropyl)-5-(2-(dimethyl-amino)ethoxy)-2-methylbenzamide lithium (R)-3-ethoxy-2-(4-methylpiperazin-1-yl)propanoate C(C)OC[C@H](C(=O)[O-])N1CCN(CC1)C.[Li+].C1(=CCCC1)C=1C=C(C=CC1)C1(CC1)NC(C1=C(C=CC(=C1)OCCN(C)C)C)=O